FC1=C(C(=CC(=C1)O)F)B(O)O (2,6-difluoro-4-hydroxy-phenyl)boronic acid